C[Si](CCOCN1N=CC(=C1)O[C@@H]1CN(CC1)C(=O)OC(C)(C)C)(C)C Tert-butyl (S)-3-((1-((2-(trimethylsilyl)ethoxy)methyl)-1H-pyrazol-4-yl)oxy)pyrrolidine-1-carboxylate